FC=1C(NC(N(C1)[C@H]1C[C@@H]([C@H](O1)[C@@H](C=C)O[P@](=O)(OC1=CC=CC=C1)N[C@@H](C)C(=O)OC(C)C)O)=O)=O isopropyl ((S)-(((R)-1-((2S,3S,5R)-5-(5-fluoro-2,4-dioxo-3,4-dihydropyrimidin-1(2H)-yl)-3-hydroxytetrahydrofuran-2-yl)allyl)oxy)(phenoxy)phosphoryl)-L-alaninate